(piperidin-4-yl)-1,3-oxazepin-2-one N1CCC(CC1)C=1NC(OC=CC1)=O